FC=1C=CC(=C(C(=O)NCC2=CC=C(C=C2)OB(O)O)C1)OC (4-((5-fluoro-2-methoxybenzamido)methyl)phenyl)boric acid